(2E)-3-(3'-{(1R)-1-[(6,7-dimethoxy-2-methylquinazolin-4-yl)amino]-ethyl}biphenyl-3-yl)prop-2-enenitrile COC=1C=C2C(=NC(=NC2=CC1OC)C)N[C@H](C)C=1C=C(C=CC1)C1=CC(=CC=C1)/C=C/C#N